tert-butyl (1R)-1-({(3S)-3-({N-[(4-methoxy-1H-indol-2-yl)carbonyl]-L-leucyl}amino)-2-oxo-4-[(3S)-2-oxopyrrolidin-3-yl]butyl}oxy)propyl carbonate C(OC(C)(C)C)(O[C@H](CC)OCC([C@H](C[C@H]1C(NCC1)=O)NC([C@@H](NC(=O)C=1NC2=CC=CC(=C2C1)OC)CC(C)C)=O)=O)=O